COC(C=1C(N)=CC=CC1)=O Anthranilic acid methylester